(E)-fluorenylmethoxycarbonyl-L-tryptophan-4-oxo-4-phenyl-2-buten-2-yl ester O=C(C=C(C)OC([C@@H](NC(=O)OCC1=CC=CC=2C3=CC=CC=C3CC12)CC1=CNC2=CC=CC=C12)=O)C1=CC=CC=C1